di(tert-butoxycarbonyl)amine C(C)(C)(C)OC(=O)NC(=O)OC(C)(C)C